1-Phenyl-7-(trifluoromethyl)quinazoline-2,4(1H,3H)-dione C1(=CC=CC=C1)N1C(NC(C2=CC=C(C=C12)C(F)(F)F)=O)=O